methyl 4-(2-fluoro-6-((trimethylsilyl) ethynyl) phenyl)-6-methylpyridine-3-carboxylate FC1=C(C(=CC=C1)C#C[Si](C)(C)C)C1=C(C=NC(=C1)C)C(=O)OC